6-methoxy-2-methyl-N-[1-[[(3R)-3-piperidyl]methyl]pyrazolo[3,4-d]pyrimidin-6-yl]-3,4-dihydro-1H-isoquinolin-7-amine COC=1C=C2CCN(CC2=CC1NC1=NC=C2C(=N1)N(N=C2)C[C@H]2CNCCC2)C